4-bromo-1-cyclopropyl-5-methyl-1H-pyrazole BrC=1C=NN(C1C)C1CC1